C=1(C(=C(C(=CC1)C=CC(=O)N)C)C=CC(=O)N)C meta-xylenebisacrylamide